C(CCCCCCCCCCC)OC(C(=C)C)=O lauryl-methacrylate